1-bromo-5-chloro-2-iodo-3-(methoxymethoxy)-benzene BrC1=C(C(=CC(=C1)Cl)OCOC)I